tert-butyl ((1S,3R)-3-((6-bromo-4-nitropyridin-3-yl)amino)cyclohexyl)carbamate BrC1=CC(=C(C=N1)N[C@H]1C[C@H](CCC1)NC(OC(C)(C)C)=O)[N+](=O)[O-]